C(C=CCC(=O)[O-])(=O)OCCCCCCCCC mono-n-nonyl glutaconate